BrC=1C=C(C=C(C1)F)CC(=O)N (3-bromo-5-fluorophenyl)acetamide